ClC1=CC2=C(C=N1)C=C(S2)C(=O)O 6-Chlorothieno[3,2-c]pyridine-2-carboxylic acid